ClC=1C(=C(C=CC1)NC(=O)NC1=CC(=NC(=C1)F)F)CO 1-(3-chloro-2-hydroxymethylphenyl)-3-(2,6-difluoropyridin-4-yl)urea